tromethamine pyrroleate N1C(=CC=C1)C(=O)O.NC(CO)(CO)CO